1-[4-(4-benzoylphenyl)phenyl]-2-methyl-2-(4-methylphenylsulfonyl)propan-1-one C(C1=CC=CC=C1)(=O)C1=CC=C(C=C1)C1=CC=C(C=C1)C(C(C)(S(=O)(=O)C1=CC=C(C=C1)C)C)=O